benzylmethylcarbamate C(C1=CC=CC=C1)OC(NC)=O